C(C)OC(C(C1CCNCC1)F)=O 2-fluoro-2-(piperidin-4-yl)acetic acid ethyl ester